tert-butyl (R)-2-bromomethylmorpholine-4-carboxylate BrC[C@H]1CN(CCO1)C(=O)OC(C)(C)C